3-(4-chlorobenzoyl)-1,1-dimethyl-1,2,3,6-tetrahydroazepino[4,5-b]indole-5-carboxylic acid ethyl ester C(C)OC(=O)C1=CN(CC(C2=C1NC=1C=CC=CC21)(C)C)C(C2=CC=C(C=C2)Cl)=O